tert-butyl (3-(2-(2-(3-aminopropoxy)ethoxy)ethoxy)propyl)carbamate NCCCOCCOCCOCCCNC(OC(C)(C)C)=O